5-bromo-8-cyano-1-(3-fluoro-4-methylbenzyl)-2-oxo-2,3-dihydro-1H-benzo[b]azepine-4-carboxylic acid BrC=1C2=C(N(C(CC1C(=O)O)=O)CC1=CC(=C(C=C1)C)F)C=C(C=C2)C#N